2-(4-isopropylmorpholin-2-yl)acetic acid C(C)(C)N1CC(OCC1)CC(=O)O